18-Ethyl-5-imino-4-trideuteriomethyl-1-oxa-4,6-diazacyclooctadecane-2,7-dione C(C)C1CCCCCCCCCCC(NC(N(CC(O1)=O)C([2H])([2H])[2H])=N)=O